(5E)-1-methoxyundec-1,5-diene COC=CCC\C=C\CCCCC